C(C)(=O)N1[C@@H](C[C@H](C1)F)C(=O)N[C@@H](C1=CC(=CC=C1)C=1OC=NN1)C1=NC(=C(C=C1)C(C)C)F |o1:12| (2S,4R)-1-acetyl-4-fluoro-N-[(S) or (R)-[6-fluoro-5-(propan-2-yl)pyridin-2-yl][3-(1,3,4-oxadiazol-2-yl)phenyl]methyl]pyrrolidine-2-carboxamide